FC=1C=C(C=C(C1)F)N1C=CC=2CC(CCC12)(F)F 1-(3,5-difluorophenyl)-5,5-difluoro-1,5,6,7-tetrahydro-4H-indole